C(C)OC(C(C1(OC(C(=C1)C1=CC=C(C=C1)C)=O)C(=O)OCC)O)=O Ethyl 2-(2-ethoxy-hydroxy-2-oxoethyl)-5-oxo-4-(p-tolyl)-2,5-dihydrofuran-2-carboxylate